dithiodiphenyl ketone C12=C(C=CC=C1)SSC1=C(C=CC=C1)C2=O